(1R,2S)-2-[(pyridin-2-yl)amino]cyclopropane-1-carboxylic acid N1=C(C=CC=C1)N[C@@H]1[C@@H](C1)C(=O)O